ClC=1C(=NC=C(C1C1=NC2=CC(=C(C=C2C(=C1)C(C)C)N1N=C(N(C1)CC)CO)F)C)OC (2-(3-chloro-2-methoxy-5-methylpyridin-4-yl)-7-fluoro-4-isopropylquinolin-6-yl)-4-Ethyl-3-(hydroxymethyl)-1H-1,2,4-triazole